OCC(C)(C)OC1=CC(=C(C=C1)C(CCC1=C(N=C(S1)C1=CC=C(C=C1)C(F)(F)F)C(C)C)O)C 1-(4-((1-hydroxy-2-methylpropan-2-yl)oxy)-2-methylphenyl)-3-(4-isopropyl-2-(4-(trifluoromethyl)phenyl)thiazol-5-yl)propan-1-ol